1-(5-(pyridin-3-yl)-1H-indol-3-yl)-3-(4-(trifluoromethyl)phenyl)urea N1=CC(=CC=C1)C=1C=C2C(=CNC2=CC1)NC(=O)NC1=CC=C(C=C1)C(F)(F)F